C(C)(C)OC1=NC=CC=C1C=1C=C2C=CC(=CC2=CC1)C(=O)OC methyl 6-(2-isopropoxy-pyridin-3-yl)-naphthalene-2-carboxylate